tert-butyl 4-methyl-4-[[4-(methylamino)-2-methylsulfanyl-pyrimidin-5-yl]methylamino]-2,3-dihydroquinoline-1-carboxylate CC1(CCN(C2=CC=CC=C12)C(=O)OC(C)(C)C)NCC=1C(=NC(=NC1)SC)NC